methyl 1-[3-[1-methyl-2-[[(R)-phenyl-[(3R)-1,2,3,4-tetrahydropyrido[2,3-b]pyrazin-3-yl]methyl]amino]ethyl]phenyl]cyclobutanecarboxylate CC(CN[C@@H]([C@H]1CNC2=C(N1)N=CC=C2)C2=CC=CC=C2)C=2C=C(C=CC2)C2(CCC2)C(=O)OC